FC=1C(=C(C=CC1F)C(=O)N1CC(C1)NC(CN1CCCCC1)=O)NC1=C(C=C(C=C1)I)F N-[1-({3,4-difluoro-2-[(2-fluoro-4-iodophenyl)amino]phenyl}carbonyl)azetidin-3-yl]-2-piperidin-1-ylacetamide